CN1N=C(C2=CC=C(C=C12)[C@H]1[C@H](CNCC1)OC)N1C(NC(CC1)=O)=O |r| 1-[1-methyl-6-[rac-(3R,4S)-3-methoxy-4-piperidyl]indazol-3-yl]hexahydropyrimidine-2,4-dione